C(C)OC(CCC(=O)N1CC2=CC(=C(C(=C2C1)Cl)O)OC)=O 4-(4-chloro-5-hydroxy-6-methoxyisoindolin-2-yl)-4-oxobutanoic acid ethyl ester